1-(2-(dimethylamino)-6-fluorobenzyl)-3,4-dimethyl-2-oxo-N-(2,4,6-trifluorobenzyl)-1,2,3,4-tetrahydro-quinazoline-7-carboxamide CN(C1=C(CN2C(N(C(C3=CC=C(C=C23)C(=O)NCC2=C(C=C(C=C2F)F)F)C)C)=O)C(=CC=C1)F)C